N-hexylnonane-1,9-diamine C(CCCCC)NCCCCCCCCCN